C(CCC(=O)[O-])(=O)OC(C)(C)C 2-isobutyl succinate